O.O.[Na+].[Na+].C([C@H](O)[C@@H](O)C(=O)[O-])(=O)[O-] L-tartaric acid disodium salt dihydrate